N-(4-(4-amino-5-(4-(cyclopentyl-methylsulfonyl)phenyl)-7-methyl-7H-pyrrolo[2,3-d]pyrimidin-6-yl)phenyl)methacrylamide NC=1C2=C(N=CN1)N(C(=C2C2=CC=C(C=C2)S(=O)(=O)CC2CCCC2)C2=CC=C(C=C2)NC(C(=C)C)=O)C